[Na+].[Na+].[Na+].[Na+].C(CN([C@@H](CCC(=O)[O-])C(=O)[O-])CC(=O)[O-])(=O)[O-] L-glutamic acid-diacetic acid tetrasodium salt